FC1=CC=C(C=C1)N1N=CC2=CC(=C(C=C12)C)C1(CCN(CC1)S(=O)(=O)C=1C=NN(C1)CCC)C=O 4-(1-(4-fluorophenyl)-6-methyl-1H-indazol-5-yl)-1-((1-propyl-1H-pyrazol-4-yl)sulfonyl)piperidine-4-carbaldehyde